ClC(C1=NC(=NO1)C=1C=CC(=NC1)CP(NC=1C=NC=CC1)(=O)C)(F)F P-((5-(5-(chlorodifluoromethyl)-1,2,4-oxadiazol-3-yl)pyridin-2-yl)methyl)-P-methyl-N-(pyridin-3-yl)phosphinic amide